4-{methyl-[3-(4-methyl-piperazin-1-ylmethyl)-phenyl]-amino}-phenol CN(C1=CC=C(C=C1)O)C1=CC(=CC=C1)CN1CCN(CC1)C